(e)-1-(2,2-dimethyl-6-methylene-1-cyclohexyl)-2-buten-1-one CC1(C(C(CCC1)=C)C(\C=C\C)=O)C